2-[3-bromo-5-oxo-8-(trifluoromethyl)pyrazolo[1,5-a]pyrido[3,2-e]pyrimidin-4(5H)-yl]-N-(5-fluoropyridin-2-yl)acetamide BrC=1C=NN2C1N(C(C1=C2N=C(C=C1)C(F)(F)F)=O)CC(=O)NC1=NC=C(C=C1)F